Ethyl (3-(benzyloxy)-5-(3-chlorophenyl)-4-cyclopropylpicolinoyl)glycinate C(C1=CC=CC=C1)OC=1C(=NC=C(C1C1CC1)C1=CC(=CC=C1)Cl)C(=O)NCC(=O)OCC